FC=1C(=CC=2C3=C(NC(C2C1)=O)COC[C@H]3N(C(=O)C=3NC1=CC=CC(=C1C3)C)C)F (S)-N-(8,9-difluoro-6-oxo-1,4,5,6-tetrahydro-2H-pyrano[3,4-c]isoquinolin-1-yl)-N,4-dimethyl-1H-indole-2-carboxamide